3-(7-chloro-8-fluoro-2-((3-(hydroxymethyl) bicyclo[1.1.1]pentan-1-yl) methoxy) pyrido[4,3-d]pyrimidin-4-yl)-3,8-diazabicyclo[3.2.1]octane-8-carboxylate ClC1=C(C=2N=C(N=C(C2C=N1)N1CC2CCC(C1)N2C(=O)[O-])OCC21CC(C2)(C1)CO)F